CC1=C(C(=O)NC2=CC=C(C3=CC=CC=C23)S(NC(C2=C(C=CC=C2)N2CCCCC2)=O)(=O)=O)C=CC=C1 2-methyl-N-(4-(N-(2-(piperidin-1-yl)benzoyl)sulfamoyl)naphthalen-1-yl)benzamide